CCCCCCCC(CCC(CCCCCCCCC)O)O eicosane-8,11-diol